1-((4-((4-(2-(7-chloro-2-(2-chloroethyl)-2H-indazol-5-yl)propan-2-yl)phenoxy)methyl)Pyrimidin-2-yl)imino)tetrahydro-1H-1λ6-thiophene ClC1=CC(=CC2=CN(N=C12)CCCl)C(C)(C)C1=CC=C(OCC2=NC(=NC=C2)N=[SH2]2CCCC2)C=C1